5,5''-bis(biphenylyl)-2,2':5',2''-terthiophene C1(=C(C=CC=C1)C1=CC=C(S1)C=1SC(=CC1)C=1SC(=CC1)C1=C(C=CC=C1)C1=CC=CC=C1)C1=CC=CC=C1